CS(=O)(=O)OCC1CC(C1)C=1C=NC(=NC1)NC1=C(C=C(C=C1)S(NC(=O)OC(C)(C)C)(=O)=O)F ((1s,3s)-3-(2-((4-(N-(tert-butoxycarbonyl)sulfamoyl)-2-fluorophenyl)amino)pyrimidin-5-yl)cyclobutyl)methyl methanesulfonate